ClC1=C2C(=C(N=N1)Cl)N(C=C2)C 4,7-Dichloro-1-methyl-1H-pyrrolo[2,3-d]pyridazine